(R)-N-((5-phenylpyridin-2-yl)methyl)-5,6,7,8-tetrahydroquinolin-8-amine C1(=CC=CC=C1)C=1C=CC(=NC1)CN[C@@H]1CCCC=2C=CC=NC12